BrC=1C=C(C(N(C1)COCC[Si](C)(C)C)=O)C(F)(F)F 5-bromo-3-(trifluoromethyl)-1-((2-(trimethylsilyl)ethoxy)methyl)pyridin-2(1H)-one